2-(4-bromo-2-fluoro-phenyl)acetonitrile BrC1=CC(=C(C=C1)CC#N)F